C1CC12CN(CC2)CC2=CC(=C1CN(C(C1=C2)=O)C2=NC(=CC(=C2)C=2N(N=CC2C2=NN=CN2C)C)NCC(C)C)C(F)(F)F 6-{5-azaspiro[2.4]heptan-5-ylmethyl}-2-{4-[2-methyl-4-(4-methyl-1,2,4-triazol-3-yl)pyrazol-3-yl]-6-[(2-methylpropyl)amino]pyridin-2-yl}-4-(trifluoromethyl)-3H-isoindol-1-one